C(\C=C\CCCCCCCCCCCCC)(=O)O trans-Hexadecenoic Acid